6-(1-cyclopropyl-1H-pyrazol-4-yl)isoquinolin-3-amine C1(CC1)N1N=CC(=C1)C=1C=C2C=C(N=CC2=CC1)N